C1(=CC=CC=C1)C(C)SC[C@H](N)C(=O)OC methyl S-(1-phenylethyl)-L-cysteinate